4-[(3-{8-bromo-3-[(difluoromethyl)sulfanyl]imidazo[1,2-a]pyridin-2-yl}prop-2-yn-1-yl)amino]-3-methoxy-N-methylbenzamide BrC=1C=2N(C=CC1)C(=C(N2)C#CCNC2=C(C=C(C(=O)NC)C=C2)OC)SC(F)F